CN1C(N(C2=NC(=NC=C12)NC=1C=C2N=CC=NC2=CC1C)[C@@H]1COCCC1)=O (S)-7-methyl-2-((7-methylquinoxalin-6-yl)amino)-9-(tetrahydro-2H-pyran-3-yl)-7,9-dihydro-8H-purin-8-one